OC1(CC(C1)(C#N)C)C1=CC=2C(=NC(=CC2)C2=CC=3C(N=C2)=NN(C3)C)S1 trans-3-hydroxy-1-methyl-3-(6-(2-methyl-2H-pyrazolo[3,4-b]pyridin-5-yl)thieno[2,3-b]pyridin-2-yl)cyclobutanecarbonitrile